1-(1-Cyclobutylpiperidin-4-yl)-6-isopropyl-5-(8-methoxy-[1,2,4]triazolo[1,5-a]pyridin-6-yl)-1,3-dihydro-2H-benzo[d]imidazol-2-on C1(CCC1)N1CCC(CC1)N1C(NC2=C1C=C(C(=C2)C=2C=C(C=1N(C2)N=CN1)OC)C(C)C)=O